CN1N=CC2=C1N=CN(C2=O)NC2=C(C=CC=C2)Br 1-methyl-5-(2-bromophenylamino)-1,5-dihydro-4H-pyrazolo[3,4-d]pyrimidin-4-one